Br[Cu] bromocopper